ClC=1C=C2C(=C3C4(NC(NC13)=O)CCCCC4)OC(=C2)CNCC2=NN=CN2C(C)C 5'-chloro-2'-[({[4-(propan-2-yl)-4H-1,2,4-triazol-3-yl]methyl}amino)methyl]-7',8'-dihydro-6'H-spiro[cyclohexane-1,9'-furo[2,3-f]quinazoline]-7'-one